N1N=NC(=C1)C(=O)N Triazole-4-carboxamide